C(C1CO1)OCCC[Si](OCC)(OCC)OCC (3-Glycidyloxypropyl)tri-ethoxysilan